N-(4-(5-cyanopyridin-3-yl)-2-fluorophenyl)-2-(2-(cyclopropanesulfonylamino)thiazol-4-yl)butanamide C(#N)C=1C=C(C=NC1)C1=CC(=C(C=C1)NC(C(CC)C=1N=C(SC1)NS(=O)(=O)C1CC1)=O)F